(6-(4-amino-4-methylpiperidin-1-yl)-3-(2,3-dichlorophenyl)-1H-pyrazolo[4,3-b]pyridin-5-yl)methanol NC1(CCN(CC1)C=1C=C2C(=NC1CO)C(=NN2)C2=C(C(=CC=C2)Cl)Cl)C